thiophene-2,3-diacetaldehyde S1C(=C(C=C1)CC=O)CC=O